5-(6-chlorobenzo[d]oxazol-2-yl)-2-(7-fluoro-3,4-dihydro-benzo[b][1,4]oxazepine-5(2H)-yl)isonicotinic acid ClC1=CC2=C(N=C(O2)C2=CN=C(C=C2C(=O)O)N2C3=C(OCCC2)C=CC(=C3)F)C=C1